NC(C(O)C1=CC=CC=C1)C1=CC=CC=C1 (-)-2-amino-1,2-diphenyl-ethanol